C(=O)(OCC1C2=CC=CC=C2C2=CC=CC=C12)N([C@@H](CO)C(=O)O)CCN Fmoc-aminoethylserine